FC=1C=C(C=CC1)C1=CC=C(C=N1)S(=O)(=O)N1C2(CN(CC1CC2)C)C(=O)NO 8-((6-(3-fluorophenyl)pyridin-3-yl)sulfonyl)-N-hydroxy-3-methyl-3,8-diazabicyclo[3.2.1]octane-1-carboxamide